p-di(2-hydroxyethoxy)benzene OCCOC1=CC=C(C=C1)OCCO